CC=1C(=NC2=CC(=CC=C2C1)[C@@H]1NC[C@H](CC1)C)C1CCN(CC1)C |r| 3-methyl-2-(1-methyl-4-piperidyl)-7-[rac-(2R,5S)-5-methyl-2-piperidyl]quinoline